1,3-diphenyltetraethyl-disilazane C1(=CC=CC=C1)[Si](N[Si](C1=CC=CC=C1)(CC)CC)(CC)CC